NC1=C(C(=NN1C1=NC(=C(C=N1)C)C)C)Cl 2-(5-amino-4-chloro-3-methylpyrazol-1-yl)-5,6-dimethylpyrimidin